C([O-])([O-])=O.[Dy+3].C([O-])([O-])=O.C([O-])([O-])=O.[Dy+3] dysprosium carbonate